NCC(C(=O)NC1=CC=2C(=CN=CC2)S1)C1=CC=C(C=C1)OCC(CO)O 3-amino-2-(4-(2,3-dihydroxypropoxy)phenyl)-N-(thieno[2,3-c]pyridin-2-yl)propanamide